C1(CCCC1)NC(CN1N=C(N2C(C1=O)=CC1=C2N=CS1)C(C)C)=O N-Cyclopentyl-2-(5-isopropyl-8-oxothiazolo[5',4':4,5]pyrrolo[1,2-d][1,2,4]triazin-7(8H)-yl)acetamide